NC=1N=C(SC1C(C1=CC=CC=C1)=O)N(C(OC(C)(C)C)=O)C=1C=NC=CC1 tert-butyl (4-amino-5-benzoyl-1,3-thiazol-2-yl)pyridin-3-ylcarbamate